C(C)SC1=NC=C(C=N1)CN1CCN(CC1)C=1OC2=C(N1)C(=CC=C2)C 2-(4-((2-(ethylthio)pyrimidin-5-yl)methyl)piperazin-1-yl)-4-methylbenzo[d]oxazole